C(CCC)NC1=CC=C(C=2C(C3=CC=CC=C3C(C12)=O)=O)NCCCC 1,4-dibutylaminoanthraquinone